NC=1C=2N(C3=CC(=C(C=C3N1)F)C(=O)N1[C@H]3[C@@H](OCC1)CC=1C=C(C=CC13)Br)C=NC2 (4-amino-7-fluoroimidazo[1,5-a]quinoxalin-8-yl)((4aR,9aS)-7-bromo-2,3,9,9a-tetrahydroindeno[2,1-b][1,4]oxazin-4(4aH)-yl)methanone